C(=C)C1=CC=C(C=C1)CC[Si](OCC)(OCC)C 2-(p-vinylphenyl)ethylmethyldiethoxysilane